C(CCCCCCC)(=O)O[C@@H](COC(CCCCCCC)=O)[C@@H](OC(CCCCCCC)=O)[C@H](OC(CCCCCCC)=O)COC(CCCCCCC)=O xylitol pentaoctanoate